FC(CNC(N(C1=NC=C(C=C1)C=1C=NC(=NC1)OC)[C@@H]1CC[C@H](CC1)NC1=NC=C(C(=N1)C1=NNC=C1F)C(F)(F)F)=O)F 3-(2,2-difluoroethyl)-1-(trans-4-((4-(4-fluoro-1H-pyrazol-3-yl)-5-(trifluoromethyl)pyrimidin-2-yl)amino)cyclohexyl)-1-(5-(2-methoxypyrimidin-5-yl)pyridin-2-yl)urea